3-[(1H-1,3-benzodiazol-2-yl)amino]-3-(4-chloro-3-methylphenyl)-N-methylpropanamide N1C(=NC2=C1C=CC=C2)NC(CC(=O)NC)C2=CC(=C(C=C2)Cl)C